NC1=NC=C(C=C1N(C(OC(C)(C)C)=O)C)C(F)(F)F tert-butyl N-[2-amino-5-(trifluoromethyl)-3-pyridyl]-N-methyl-carbamate